CN1C(CCC2=CC(=CC=C12)N1CCCC2=CC(=NC=C12)C=1C=NC(=CC1)CCC1CCNCC1)=O 1-methyl-6-[6-[6-[2-(4-piperidyl)ethyl]-3-pyridyl]-3,4-dihydro-2H-1,7-naphthyridin-1-yl]-3,4-dihydroquinolin-2-one